CC1=NC(=NO1)C1=CC=C2C=CN=C(C2=C1)NCCN1C(C2=C(CC1)C=C(S2)C(=O)OCC)=O Ethyl 6-(2-{[7-(5-methyl-1,2,4-oxadiazol-3-yl) isoquinolin-1-yl] amino} ethyl)-7-oxo-4H,5H,6H,7H-thieno[2,3-c]pyridine-2-carboxylate